Cl.CN(C/C=C/C(=O)N(C=1C=NC=2CCNCC2C1)C)C (E)-4-(dimethylamino)-N-methyl-N-(5,6,7,8-tetrahydro-1,6-naphthyridin-3-yl)but-2-enamide hydrochloride